The molecule is a polycyclic cage with a 3-methoxy-3-oxopropyl side chain. It is isolated from Streptomyces platensis. It has a role as a metabolite. It is a cyclic ketone, a secondary alcohol, a polycyclic cage and a methyl ester. C[C@@]1([C@@H]2C[C@@H]3C[C@H]([C@]2(CC3=C)C=CC1=O)O)CCC(=O)OC